[6-(3-cyclopropyl-1,2,4-triazol-1-yl)-2-azaspiro[3.3]heptan-2-yl]-[2-[[2-(trifluoromethyl)-3-pyridinyl]sulfonyl]-2,6-diazaspiro[3.3]heptan-6-yl]methanone C1(CC1)C1=NN(C=N1)C1CC2(CN(C2)C(=O)N2CC3(CN(C3)S(=O)(=O)C=3C(=NC=CC3)C(F)(F)F)C2)C1